5-(4-(1-(4-(2-(3-Chloro-4-cyanophenyl)-3-methyl-2,8-diazaspiro[4.5]decan-8-yl)benzoyl)piperidin-4-yl)piperazin-1-yl)-N-(2,6-dioxopiperidin-3-yl)picolinamide ClC=1C=C(C=CC1C#N)N1CC2(CC1C)CCN(CC2)C2=CC=C(C(=O)N1CCC(CC1)N1CCN(CC1)C=1C=CC(=NC1)C(=O)NC1C(NC(CC1)=O)=O)C=C2